3-(3-hydroxy-5-(2-phenylthiazol-5-yl)picolinamido)-2,2-dimethylpropionic acid OC=1C(=NC=C(C1)C1=CN=C(S1)C1=CC=CC=C1)C(=O)NCC(C(=O)O)(C)C